tert-butyl (4-(6-methoxy-3-methyl-4-oxo-3,4-dihydrophthalazin-1-yl)benzyl)carbamate COC=1C=C2C(N(N=C(C2=CC1)C1=CC=C(CNC(OC(C)(C)C)=O)C=C1)C)=O